COC(C1=C(C=CC(=C1)Cl)C)=O.ClC=1C=CC(=C(C(=O)OC)C1)C methyl 5-chloro-2-methylbenzoate methyl-5-chloro-2-methylbenzoate